FC(=C[C@H]1CC[C@H]2[C@@H]3CCC4CCCC[C@]4(C)[C@H]3CC[C@]12C)F difluoropregnene